C(C1=CC=CC=C1)N1C(C(C2=CC=CC=C12)=NC1=CC=C(C=C1)Cl)=O 1-benzyl-3-((4-chlorophenyl)imino)indolin-2-one